C(C)(C)(C)OC(=O)N1CCN(CC1)C1=NC(=CC(=C1)OC)N1CC=2C(=NC=CC2C1=O)C1=C(C=CC=C1OC)F 4-(6-(4-(2-fluoro-6-methoxyphenyl)-1-oxo-1,3-dihydro-2H-pyrrolo[3,4-c]pyridin-2-yl)-4-methoxypyridin-2-yl)piperazine-1-carboxylic acid tert-butyl ester